IC=1C=C(C=CC1)C(C(C)=O)(COCCCNC)C 3-(3-iodophenyl)-3-methyl-4-(3-(methylamino)propoxy)butan-2-one